C(C1=CC=CC=C1)[C@@H](NC(OC(C)(C)C)=O)C(N[C@@H](C(N[C@@H](C(=O)O)CC(C)C)=O)CC1=CC=CC=C1)=O (6R,9R,12R)-6,9-dibenzyl-12-isobutyl-2,2-dimethyl-4,7,10-trioxo-3-oxa-5,8,11-triazatridecan-13-oic acid